COC(C1=CC(=C(C=C1)OC)N(CCBr)S(=O)(=O)C)=O 3-(N-(2-bromoethyl)methylsulfonylamino)-4-methoxybenzoic acid methyl ester